(R)-7-(3-chlorophenoxy)-N-((1R,5S,8s)-3-(6-methylpyrimidin-4-yl)-3-azabicyclo[3.2.1]oct-8-yl)-6,7-dihydro-5H-pyrrolo[1,2-b][1,2,4]triazol-2-amine ClC=1C=C(O[C@@H]2CCN3N=C(N=C32)NC3[C@H]2CN(C[C@@H]3CC2)C2=NC=NC(=C2)C)C=CC1